6-methoxy-2-methyl-7-nitro-1,2,3,4-tetrahydroisoquinoline COC=1C=C2CCN(CC2=CC1[N+](=O)[O-])C